tert-butyl 3-[methyl-[7-(2-trimethylsilylethoxymethyl)pyrrolo[2,3-d]pyrimidin-4-yl]amino]pyrrolidine-1-carboxylate CN(C1CN(CC1)C(=O)OC(C)(C)C)C=1C2=C(N=CN1)N(C=C2)COCC[Si](C)(C)C